N'-((5-(1-(difluoromethyl)-1H-pyrazol-3-yl)pyridin-2-yl)methyl)-N-methylcyclopropanecarbohydrazide FC(N1N=C(C=C1)C=1C=CC(=NC1)CNN(C(=O)C1CC1)C)F